8,8'-((4-hydroxy-cyclohexyl)azane-diyl)bis(N-dodecyl-N-hexyloctanamide) OC1CCC(CC1)N(CCCCCCCC(=O)N(CCCCCCCCCCCC)CCCCCC)CCCCCCCC(=O)N(CCCCCC)CCCCCCCCCCCC